3-(4,6-dimethoxy-2-methylpyrimidin-5-yl)-1-((2-(trimethylsilyl)ethoxy)methyl)-1H-pyrrolo[2,3-b]pyridin-6-amine COC1=NC(=NC(=C1C1=CN(C2=NC(=CC=C21)N)COCC[Si](C)(C)C)OC)C